OC1=C(C(=C(C=O)C=C1C)C)C=O 4-hydroxy-2,5-dimethyl-isophthalaldehyde